C12(CC(C1)C2)NC2CCNCC2 N-(1-bicyclo[1.1.1]pentanyl)piperidin-4-amine